8-cyano-N-[6-(2,2-difluoroethoxy)-5-fluoro-2-methoxy-3-pyridinyl]-7-methyl-imidazo[1,2-a]pyridine-3-sulfonamide C(#N)C=1C=2N(C=CC1C)C(=CN2)S(=O)(=O)NC=2C(=NC(=C(C2)F)OCC(F)F)OC